(5-cyano-1-(tetrahydro-2H-pyran-2-yl)-1,5,6,7-tetrahydrocyclopenta[f]indazol-4-yl)boronic acid C(#N)C1CCC2=C1C(=C1C=NN(C1=C2)C2OCCCC2)B(O)O